Potassium-silicon [Si].[K]